FC(CCCCC1=CC=C2CCCN(C2=N1)C(=O)OC(C)(C)C)(CO)CO Tert-butyl 7-(5-fluoro-6-hydroxy-5-(hydroxymethyl) hexyl)-3,4-dihydro-1,8-naphthyridine-1(2H)-carboxylate